ethyl 2-(3-bromo-2-oxopyridin-1(2H)-yl)-4-methylpentanoate BrC=1C(N(C=CC1)C(C(=O)OCC)CC(C)C)=O